FC=1C(=C(C(=C(C1)OB(O)O)F)F)F tetrafluorophenylboric acid